tert-butyl (S)-(1,1-dicyclopropyl-3-oxo-3-((4-(2-oxo-2-((3,3,3-trifluoro-propyl)amino)ethyl)pyridin-2-yl)amino)propan-2-yl)carbamate C1(CC1)C([C@@H](C(NC1=NC=CC(=C1)CC(NCCC(F)(F)F)=O)=O)NC(OC(C)(C)C)=O)C1CC1